NC1=CC=C(C=C1)S(=O)(=O)CCOCCOCCOCCNC(OC(C)(C)C)=O tert-butyl N-[2-(2-{2-[2-(4-aminobenzenesulfonyl)ethoxy]ethoxy} ethoxy)ethyl]carbamate